O1C(CCCCC\C=C\CCCCCCCC1)=O (8E)-1-oxacycloheptadec-8-en-2-one